N1-(3-acrylamido-4-((S)-3,4-dimethylpiperazin-1-yl)phenyl)-N1-((1r,4S)-4-((5-cyanopyridin-2-yl)amino)cyclohexyl)-N2-(2,2,2-trifluoroethyl)oxalamide C(C=C)(=O)NC=1C=C(C=CC1N1C[C@@H](N(CC1)C)C)N(C(C(=O)NCC(F)(F)F)=O)C1CCC(CC1)NC1=NC=C(C=C1)C#N